CN(CCCNC(=O)C=1N=NC(=CC1)[124I])C N-(3-(dimethylamino)propyl)-6-[124I]iodopyridazine-3-carboxamide